C(C)(C)(C)OC(CC1(CCN(CC1)C1=C(C=C(C=C1)N)F)O)=O 2-[1-(4-amino-2-fluoro-phenyl)-4-hydroxy-4-piperidinyl]acetic acid tert-butyl ester